FC=1C=CC=C2C=C(NC(C12)=O)CCC(=O)N1CCC(=CC1)C1=CC(=CC=C1)F 8-fluoro-3-(3-(4-(3-fluorophenyl)-3,6-dihydropyridin-1(2H)-yl)-3-oxopropyl)isoquinolin-1(2H)-one